C1(CC1)CC1=NC(=CC(=N1)N1CC2(C=3C=NC(=CC31)NC(C)=O)CC2)C N-(1'-(2-(cyclopropylmethyl)-6-methylpyrimidin-4-yl)-1',2'-dihydrospiro[cyclopropane-1,3'-pyrrolo[3,2-c]pyridin]-6'-yl)acetamide